COC=1C=C(C=CC1)N1C(C(=CC2=C1N=C(N=C2)SC)N2CCN(C1=C(C=CC=C21)C)C(=O)OCC2=CC=CC=C2)=O benzyl 4-[8-(3-methoxyphenyl)-2-methylsulfanyl-7-oxo-pyrido[2,3-d]pyrimidin-6-yl]-8-methyl-2,3-dihydroquinoxaline-1-carboxylate